tert-butyl 2-[4-[7-isopropoxy-6-[[6-(trifluoromethyl)pyridine-2-carbonyl] amino] imidazo[1,2-a]pyridin-2-yl]-1-piperidyl]acetate C(C)(C)OC1=CC=2N(C=C1NC(=O)C1=NC(=CC=C1)C(F)(F)F)C=C(N2)C2CCN(CC2)CC(=O)OC(C)(C)C